3-methyl-azetidine-1-carboxylate CC1CN(C1)C(=O)[O-]